COC=1N=C(C2=CC=C(C=C2C1)C(=O)N[C@@H](C)C1=NC=CC=C1)C1=CC=C(C=C1)C(F)(F)F (S)-3-methoxy-N-(1-(pyridin-2-yl)ethyl)-1-(4-(trifluoromethyl)phenyl)isoquinoline-6-carboxamide